Tri(trifluoromethanesulfonyl)methanide FC(S(=O)(=O)[C-](S(=O)(=O)C(F)(F)F)S(=O)(=O)C(F)(F)F)(F)F